N(=C=O)CC(C1=CC=CC=C1)C1=CC=CC=C1 (2-Isocyanatoethane-1,1-diyl)dibenzene